(2,5-dihydro-1H-pyrrol-3-yl)-5-fluoropyrimidine trifluoroacetate FC(C(=O)O)(F)F.N1CC(=CC1)C1=NC=C(C=N1)F